COC(N=S(C1=C2CCCNC2=CC=C1)=O)=O (S)-methyl(oxo(1,2,3,4-tetrahydroquinolin-5-yl)-λ6-sulfanylidene)carbamate